(R)-2-(5-hexenyl)alanine C(CCCC=C)[C@](N)(C)C(=O)O